3-(1-oxo-5-((4-(4-(3-(quinolin-4-yl)pyrazolo[1,5-a]pyrimidin-6-yl)phenyl)piperazin-1-yl)methyl)isoindolin-2-yl)piperidine-2,6-dione O=C1N(CC2=CC(=CC=C12)CN1CCN(CC1)C1=CC=C(C=C1)C=1C=NC=2N(C1)N=CC2C2=CC=NC1=CC=CC=C21)C2C(NC(CC2)=O)=O